3-[(3-ethyloxetan-3-yl)methoxy]propyl-(triethoxy)silane C(C)C1(COC1)COCCC[Si](OCC)(OCC)OCC